S1C=NC2=C1C=C(C=C2)OC=2N=NNC2C(=O)O 4-(benzo[d]thiazol-6-yloxy)-1H-1,2,3-triazole-5-carboxylic acid